4-(4-(4-(2-(2-aminopyridin-3-yl)-6-phenyl-3H-imidazo[4,5-b]pyridin-3-yl)benzyl)piperazine-1-carbonyl)picolinonitrile NC1=NC=CC=C1C1=NC=2C(=NC=C(C2)C2=CC=CC=C2)N1C1=CC=C(CN2CCN(CC2)C(=O)C2=CC(=NC=C2)C#N)C=C1